C(CC)[SiH](OCCCOCC)C(C1=CC=CC=C1)O propyl-(hydroxybenzyl)ethoxypropoxysilane